2-[4-(1H-pyrrolo[2,3-b]pyridin-4-yl)-1H-pyrazol-1-yl]acetamide N1C=CC=2C1=NC=CC2C=2C=NN(C2)CC(=O)N